NC1=NC(=C(C(=N1)N1CC2(CC2)C[C@H]1C=1N(S(C2=C(C1)C=CC=C2Cl)(O)O)C2=CC=CC=C2)C#N)C (S)-2-amino-4-(6-(8-chloro-1,1-dihydroxy-2-phenyl-2H-benzo[e][1,2]thiazin-3-yl)-5-azaspiro[2.4]heptan-5-yl)-6-methylpyrimidine-5-carbonitrile